N1=CC=C(C=C1)NC1=CC=C(C=C1)NC(=O)C1=CC2=CC=C(C=C2C=C1)C(=O)NC1=CC=C(C=C1)NC1=CC=NC=C1 N2,N6-bis(4-(pyridin-4-ylamino)phenyl)naphthalene-2,6-dicarboxamide